ClC=1C(=NC(=C(C1)F)C1=CC2=C(OCO2)C(=C1)OC)C(=O)OC Methyl 3-chloro-5-fluoro-6-(7-methoxybenzo[d][1,3]dioxol-5-yl)picolinate